ClC=1C(=CC=C2N=CC(=NC12)C=1C=NN(C1)C1CC2(CN(C2)C(=O)OC(C)(C)C)C1)OC1=CC2=C(N=C(N2COCC[Si](C)(C)C)C)C=C1 tert-butyl 6-[4-[8-chloro-7-[2-methyl-3-(2-trimethylsilylethoxymethyl)benzimidazol-5-yl]oxy-quinoxalin-2-yl]pyrazol-1-yl]-2-azaspiro[3.3]heptane-2-carboxylate